6-chloro-3-(((R)-1-(3,6-dimethyl-2-((1R,5S,6S)-6-(3-methyl-1H-pyrazol-1-yl)-3-azabicyclo[3.1.0]hexan-3-yl)-4-oxo-3,4-dihydroquinazolin-8-yl)ethyl)amino)-N-(methylsulfonyl)picolinamide ClC1=CC=C(C(=N1)C(=O)NS(=O)(=O)C)N[C@H](C)C=1C=C(C=C2C(N(C(=NC12)N1C[C@@H]2C([C@@H]2C1)N1N=C(C=C1)C)C)=O)C